2,3,5,6-tetramethyl-p-benzoquinone CC=1C(C(=C(C(C1C)=O)C)C)=O